2-(4'-sec-amylbenzoyl)benzoic acid C(C)(CCC)C1=CC=C(C(=O)C2=C(C(=O)O)C=CC=C2)C=C1